tert-butyl 6-(6-amino-2-fluoro-5-(1-oxo-1,2,3,4-tetrahydroisoquinolin-6-yl)pyridin-3-yl)-3,4-dihydroisoquinoline-2(1H)-carboxylate NC1=C(C=C(C(=N1)F)C=1C=C2CCN(CC2=CC1)C(=O)OC(C)(C)C)C=1C=C2CCNC(C2=CC1)=O